ClC1=CC=C(C=C1)N1C(CC(C1)C1=NC(=NO1)C1=CC=C(C=C1)OC(F)F)=O 1-(4-chlorophenyl)-4-[3-{4-(difluoromethoxy)phenyl}-1,2,4-oxadiazol-5-yl]pyrrolidin-2-one